C(C1=CC=CC=C1)N1CCN(CCN(CCC1)CC=1C(=C(C(=O)NC(CO)O)C=C(C1)C)O)CC=1C(=C(C(=O)NC(CO)O)C=C(C1)C)O 3'-[(7-benzyl-1,4,7-triazacyclodecane-1,4-diyl)bis(methylene)]bis[N-(1,2-dihydroxyethyl)-2-hydroxy-5-methylbenzamide]